2-(4-(5-chloro-2-(4-chloro-1H-1,2,3-triazol-1-yl)phenyl)-2,5-dioxopiperazin-1-yl)-3-(4-fluorophenyl)-N-(2-(methyl-d3)-2H-indazol-5-yl)propanamide ClC=1C=CC(=C(C1)N1CC(N(CC1=O)C(C(=O)NC1=CC2=CN(N=C2C=C1)C([2H])([2H])[2H])CC1=CC=C(C=C1)F)=O)N1N=NC(=C1)Cl